dimethylquinazoline-7-carboxamide CC1=NC(=NC2=CC(=CC=C12)C(=O)N)C